(R)-3-(3-(2-(5H-Pyrrolo[2,3-b]pyrazin-7-yl)thiazol-4-yl)phenyl)-3-hydroxy-1-methylpiperidin-2-one N1=C2C(=NC=C1)NC=C2C=2SC=C(N2)C=2C=C(C=CC2)[C@]2(C(N(CCC2)C)=O)O